4-[5-(1-aminopropyl)pyrimidin-2-yl]-3-(2-methyl-5-pyridin-2-ylpyrazol-3-yl)oxybenzonitrile NC(CC)C=1C=NC(=NC1)C1=C(C=C(C#N)C=C1)OC=1N(N=C(C1)C1=NC=CC=C1)C